1,3-dihydroxypropan-2-yl 9,10-dihydroxyhexadecanoate OC(CCCCCCCC(=O)OC(CO)CO)C(CCCCCC)O